NCC(CN1N=C2N(C(N(CC2=C1)C1CCN(CC1)C1=C(C=CC=C1C)F)=O)CC1=C(C=CC=C1)C(F)(F)F)C 2-(3-amino-2-methyl-propyl)-5-[1-(2-fluoro-6-methyl-phenyl)-piperidin-4-yl]-7-(2-trifluoromethyl-benzyl)-2,4,5,7-tetrahydro-pyrazolo[3,4-d]pyrimidin-6-one